7-[(4-methoxyphenyl)methyl-amino]-N-[(3R)-1-methyl-2-oxo-pyrrolidin-3-yl]-5-[(6-methyl-2-pyridyl)amino]pyrazolo[1,5-a]pyrimidine-3-carboxamide COC1=CC=C(C=C1)CNC1=CC(=NC=2N1N=CC2C(=O)N[C@H]2C(N(CC2)C)=O)NC2=NC(=CC=C2)C